2-(1-cyclopropyl-1H-pyrazol-4-yl)-1-p-toluenesulfonyl-1H-pyrrole C1(CC1)N1N=CC(=C1)C=1N(C=CC1)S(=O)(=O)C1=CC=C(C)C=C1